(2R,3R,4R,5S)-1-(2,6-difluoro-4-(pyrrolidin-1-yl)phenethyl)-2-methylpiperidine-3,4,5-triol FC1=C(CCN2[C@@H]([C@H]([C@@H]([C@H](C2)O)O)O)C)C(=CC(=C1)N1CCCC1)F